N-((CIS)-1-(5-methyl-1,3,4-thiadiazol-2-yl)-2-((((CIS)-4-phenylcyclohexyl)oxy)methyl)pyrrolidin-3-yl)methanesulfonamide CC1=NN=C(S1)N1[C@H]([C@H](CC1)NS(=O)(=O)C)CO[C@@H]1CC[C@@H](CC1)C1=CC=CC=C1